C(C)[Si](OC1C=CCCC1(C1=CC=CC=C1)C(=O)OCC1=CC=C(C=C1)OC)(CC)CC rac-4-methoxybenzyl 6-((triethylsilyl) oxy)-1,2,3,6-tetrahydro-[1,1'-biphenyl]-1-carboxylate